3-(ethoxymethoxy)-4-(4-(((cis)-3-hydroxyl-3-methylcyclobutyl)amino)-5,6,7,8-tetrahydrophthalazin-1-yl)benzaldehyde C(C)OCOC=1C=C(C=O)C=CC1C1=NN=C(C=2CCCCC12)NC1CC(C1)(C)O